C1(=CC=CC=C1)CS(=O)(=O)OC1=C(OC(C1=O)([2H])C1=CC(=CC=C1)Br)N 2-amino-5-(3-bromophenyl)-4-oxo-4,5-dihydrofuran-3-yl-5-d phenylmethanesulfonate